NC=1C(=CC(=C2C=CC=NC12)Br)C(=O)C=1C2=CN(N=C2C(=CC1)F)C1OCCCC1 (8-amino-5-bromoquinolin-7-yl)-[7-fluoro-2-(oxan-2-yl)indazol-4-yl]methanone